1-(1-methylallyloxy)-3-(propargyloxy)-2-propanol dichlorophosphite P(Cl)(Cl)OC(COC(C=C)C)COCC#C